N-(1-(cyclopropylmethyl)-1H-pyrrolo[2,3-c]pyridin-5-yl)-2-((S)-4,4-difluoro-3-(6-oxo-1,6-dihydropyridin-3-yl)piperidin-1-yl)propionamide C1(CC1)CN1C=CC=2C1=CN=C(C2)NC(C(C)N2C[C@@H](C(CC2)(F)F)C2=CNC(C=C2)=O)=O